methyl m-[7-(trifluoromethyl)-2,3,4,5-tetrahydro-1-benzoxepin-3-yl]benzoate FC(C=1C=CC2=C(CCC(CO2)C=2C=C(C(=O)OC)C=CC2)C1)(F)F